9-(4-(1H-pyrazol-1-yl)benzyl)-2-(3-fluoro-2-isopropylphenyl)-7,9-dihydro-8H-purin-8-one N1(N=CC=C1)C1=CC=C(CN2C3=NC(=NC=C3NC2=O)C2=C(C(=CC=C2)F)C(C)C)C=C1